3-(((1-(hydroxymethyl)cyclopropyl)methyl)amino)-4-nitrobenzoic acid methyl ester COC(C1=CC(=C(C=C1)[N+](=O)[O-])NCC1(CC1)CO)=O